COC1=C(C=CC(=C1)S(=O)(=O)C)NCC#CC1=C(C2=C(S1)C(=CC=C2)NC2CCNCC2)CC(F)(F)F N-(2-(3-((2-methoxy-4-(methylsulfonyl)phenyl)amino)prop-1-yn-1-yl)-3-(2,2,2-trifluoroethyl)benzo[b]thiophen-7-yl)piperidin-4-amine